4-(4-(5,6,7,8-tetrahydronaphthalen-1-yl)phenoxy)-1H-1,2,3-triazole-5-carboxylic acid 2,2,2-trifluoroacetate FC(C(=O)O)(F)F.C1(=CC=CC=2CCCCC12)C1=CC=C(OC=2N=NNC2C(=O)O)C=C1